C(CCCCCCCCCCCCCCC)(=O)N1C[C@H](CC1)C(=O)OC=1C(C(=CN2C[C@@H]3OCC[C@H](N3C(C21)=O)C)C(NCC2=C(C=C(C=C2)F)F)=O)=O (4R,12aS)-9-((2,4-difluorobenzyl)carbamoyl)-4-methyl-6,8-dioxo-3,4,6,8,12,12a-hexahydro-2H-pyrido[1',2':4,5]pyrazino[2,1-b][1,3]oxazin-7-yl (S)-1-palmitoylpyrrolidine-3-carboxylate